(2-Ethenyl-4-azabicyclo[2.2.2]oct-5-yl)-(6-methoxyquinolin-4-yl)-methanol C(=C)C1C2CC(N(C1)CC2)C(O)C2=CC=NC1=CC=C(C=C21)OC